4-[[3-[4-[2-[4-[[(2R,4R)-1-[(2R)-2-amino-2-cyclohexyl-acetyl]-2-methyl-4-piperidyl]oxy]-1-piperidyl]acetyl]piperazine-1-carbonyl]-4-fluoro-phenyl]methyl]-2H-phthalazin-1-one N[C@@H](C(=O)N1[C@@H](C[C@@H](CC1)OC1CCN(CC1)CC(=O)N1CCN(CC1)C(=O)C=1C=C(C=CC1F)CC1=NNC(C2=CC=CC=C12)=O)C)C1CCCCC1